BrC=1C=C(NC1C(NC)=O)C(=O)O 4-bromo-5-(methylcarbamoyl)-1H-pyrrole-2-carboxylic acid